C[C@]1(C(NC(CC1)=O)=O)C1=CC=C(C=C1)C=1CCNCC1 (R)-3-methyl-3-(4-(1,2,3,6-tetrahydropyridin-4-yl)phenyl)piperidine-2,6-dione